FC(C=1C(=C2C=NNC2=C(C1F)C(C)O)C=1N=CC=2N(C1)C=C(N2)NC(=O)[C@H]2[C@H](C2)F)F (1S,2S)-N-(6-(5-(difluoromethyl)-6-fluoro-7-(1-hydroxyethyl)-1H-indazol-4-yl)imidazo[1,2-a]pyrazin-2-yl)-2-fluorocyclopropane-1-carboxamide